(3-bromopropyl)undecane BrCCCCCCCCCCCCCC